OC(COCC(CN(C)C)O)CN(C)C 2-hydroxy-3-(dimethylamino)propyl ether